6-((1H-pyrazol-3-yl)methyl)-2-((3-fluoro-6-(methylamino)pyridin-2-yl)methyl)-4-methyl-4H-thiazolo[5',4':4,5]pyrrolo[2,3-d]pyridazin-5(6H)-one N1N=C(C=C1)CN1N=CC2=C(C1=O)N(C1=C2SC(=N1)CC1=NC(=CC=C1F)NC)C